5-chloro-7-(1H-pyrazol-4-yl)pyrazolo[1,5-a]pyrimidine-2-carboxylic acid ethyl ester C(C)OC(=O)C1=NN2C(N=C(C=C2C=2C=NNC2)Cl)=C1